[2,4'-bithiazole]-4-Carboxylic acid S1C(=NC(=C1)C(=O)O)C=1N=CSC1